CN1N=NC2=C1C=C(C=C2)C2=CNC=1N=C(N=CC12)C=1C=C2C=CC=NC2=CC1 6-(5-(1-methyl-1H-benzo[d][1,2,3]triazol-6-yl)-7H-pyrrolo[2,3-d]pyrimidin-2-yl)quinoline